N-((1R,3r,5S,6r)-3-(6-chloro-1H-indazol-4-yl)-3-hydroxybicyclo[3.1.0]hexan-6-yl)pivalamide ClC1=CC(=C2C=NNC2=C1)C1(C[C@H]2C([C@H]2C1)NC(C(C)(C)C)=O)O